(2,3-dimethylphenyl)-6-methoxy-1-trityl-1H-pyrazolo[4,3-b]pyridine CC1=C(C=CC=C1C)C1=NN(C=2C1=NC=C(C2)OC)C(C2=CC=CC=C2)(C2=CC=CC=C2)C2=CC=CC=C2